BrC1=CC(=C(C(=O)NC2=NC(=NC(=C2)CC)N2CCC(CC2)(F)F)C=C1)N1CCC2(CC2)CC1 4-Bromo-N-(2-(4,4-difluoropiperidin-1-yl)-6-ethylpyrimidin-4-yl)-2-(6-azaspiro[2.5]octan-6-yl)benzamide